NC1=C(C=CC(=C1)C(F)(F)F)C(C(F)(F)F)(C)O 2-(2-Amino-4-(trifluoromethyl)phenyl)-1,1,1-trifluoropropan-2-ol